2-(5-{[(2R,3S,5S)-2-fluoro-8-azabicyclo[3.2.1]octan-3-yl](methyl)amino}pyrazin-2-yl)-5-[(3S)-oxolan-3-yl]phenol F[C@@H]1C2CC[C@@H](C[C@@H]1N(C=1N=CC(=NC1)C1=C(C=C(C=C1)[C@H]1COCC1)O)C)N2